ClC=1N=C(C2=C(N1)N(C=C2C#N)COCC[Si](C)(C)C)Cl 2,4-dichloro-7-(2-trimethylsilylethoxymethyl)pyrrolo[2,3-d]pyrimidine-5-carbonitrile